8-[(2s,5r)-4-[(4-chlorophenyl)(5-fluoropyridin-2-yl)methyl]-2,5-diethylpiperazin-1-yl]-5-methyl-6-oxo-5,6-dihydro-1,5-naphthyridine-2-carbonitrile ClC1=CC=C(C=C1)C(N1C[C@@H](N(C[C@H]1CC)C1=CC(N(C=2C=CC(=NC12)C#N)C)=O)CC)C1=NC=C(C=C1)F